CC(C)(C)C(=O)OC[C@@H]1[C@H]([C@@H]([C@H](C(O1)N=[N+]=[N-])OC(=O)C(C)(C)C)OC(=O)C(C)(C)C)OC(=O)C(C)(C)C 2,3,4,6-Tetra-O-pivaloyl-D-glucopyranosyl Azide